C(C)(C)(C)OC(NCC=1SC=C(C1)C(=S)NC)=O ((4-(methylaminocarbothioyl)thiophen-2-yl)methyl)carbamic acid tert-butyl ester